ethyl-(hydroxybenzyl)methoxyethoxysilane C(C)[SiH](OCCOC)C(C1=CC=CC=C1)O